C(C=C)(=O)N1C[C@H](N(CC1)S(=O)(=O)C)C1=CC(=NC(=C1)Cl)C1=CC(=NC(=N1)SC)C(=O)NC (R)-6-(4-(4-acryloyl-1-(methylsulfonyl)piperazin-2-yl)-6-chloropyridin-2-yl)-N-methyl-2-(methylthio)pyrimidine-4-carboxamide